(2s,3r)-2-amino-3-hydroxy-N-methyl-4-phenylbutyramide N[C@H](C(=O)NC)[C@@H](CC1=CC=CC=C1)O